5-((R)-3-((4-(4-amino-5-methoxy-2-(1-methyl-1H-pyrazol-4-yl)phenyl)piperazin-1-yl)methyl)pyrrolidin-1-yl)-2-(2,6-dioxopiperidin-3-yl)isoindoline-1,3-dione NC1=CC(=C(C=C1OC)N1CCN(CC1)C[C@@H]1CN(CC1)C=1C=C2C(N(C(C2=CC1)=O)C1C(NC(CC1)=O)=O)=O)C=1C=NN(C1)C